2-benzoyl-1-[(2-chloro-5-thiazolyl)methyl]-3-hydroxyimidazo[1,2-a]pyridinium C(C1=CC=CC=C1)(=O)C=1[N+](=C2N(C=CC=C2)C1O)CC1=CN=C(S1)Cl